O=C1NC(CC[C@H]1C=1C=CC(=NC1)N1CCC(CC1)CN1CCN(CC1)C1=CC=C(C=C1)N1N=C(C(=C1)C=1C(=C(C=CC1)NS(=O)(=O)CCC)F)C1=CC=NC=C1)=O (S)-N-(3-(1-(4-(4-((1-(5-(2,6-dioxopiperidin-3-yl)pyridin-2-yl)piperidin-4-yl)methyl)piperazin-1-yl)phenyl)-3-(pyridin-4-yl)-1H-pyrazol-4-yl)-2-fluorophenyl)propane-1-sulfonamide